ClC(C1=C(C=CC=C1)C)=NN=C(C1=CC=CC=C1)Cl N-[1-chloro-1-(2-methylphenyl)methylidene]N'-[1-chloro-(1-phenyl)methylidene]hydrazine